6-chloro-5-fluoro-2-iodopyridin-3-amine ClC1=C(C=C(C(=N1)I)N)F